5-(3-ethanesulfonylbenzoyl)amino-3-(1-propyl-1,2,3,6-tetrahydropyridin-4-yl)-1H-indole C(C)S(=O)(=O)C=1C=C(C(=O)NC=2C=C3C(=CNC3=CC2)C=2CCN(CC2)CCC)C=CC1